8-(2-(dimethylamino)acetyl)-3-(6-ethyl-5-(1H-pyrazol-4-yl)pyridin-2-yl)-1-(3-methoxybenzyl)-1,3,8-triazaspiro[4.5]decan-2-one CN(CC(=O)N1CCC2(CN(C(N2CC2=CC(=CC=C2)OC)=O)C2=NC(=C(C=C2)C=2C=NNC2)CC)CC1)C